N[C@@H]1CN(C[C@@H](C1(F)F)C)C1=NC=C(C(=N1)NC1=CC2=C(N(C(N2)=O)C)C(=C1)OCCCl)Cl 5-((2-((3R,5S)-3-Amino-4,4-difluoro-5-methylpiperidin-1-yl)-5-chloropyrimidin-4-yl)amino)-7-(2-chloroethoxy)-1-methyl-1,3-dihydro-2H-benzo[d]imidazol-2-one